C(C)(C)(C)OC(=O)NCCN(CC(=O)OCC)C=1C=NN2C1C=CC(=C2)C=2C=NN(C2)C ethyl N-(2-((tert-butoxycarbonyl)amino)ethyl)-N-(6-(1-methyl-1H-pyrazol-4-yl)pyrazolo[1,5-a]pyridin-3-yl)glycinate